4-((8-(2-Oxoindolin-5-yl)-2,3-dihydro-4H-pyrido[4,3-b][1,4]thiazin-4-yl)sulfonyl)benzonitrile O=C1NC2=CC=C(C=C2C1)C1=CN=CC2=C1SCCN2S(=O)(=O)C2=CC=C(C#N)C=C2